OC1=C(C=CC=2C3=C(C=CC(=C3C(C12)=O)C)C)C 1-hydroxy-2,5,8-trimethyl-9-fluorenone